C[C@H]1CC[C@@H](NC1)C=1C=CC=2N(C1)C=NC2 6-[(2R,5S)-5-methyl-2-piperidyl]imidazo[1,5-a]pyridine